BrC1=C(C=NN(C1=O)C)N[C@@H]1C[C@@H](CN(C1)C)C1=CC=C(C(=O)N2CCC(CC2)C2=C3CN(C(C3=CC=C2)=O)C2C(NC(CC2)=O)=O)C=C1 3-[4-[1-[4-[(3R,5R)-5-[(5-bromo-1-methyl-6-oxo-pyridazin-4-yl)amino]-1-methyl-3-piperidyl]benzoyl]-4-piperidyl]-1-oxo-isoindolin-2-yl]piperidine-2,6-dione